C(C)OC(C(C1=CC=C(C=C1)C(F)(F)F)N1[C@@H](CN([C@H](C1)C)C=1C2=C(N(C(N1)=O)C)C=CC(=N2)C#N)CC)=O 2-((2R,5s)-4-(6-cyano-1-methyl-2-oxo-1,2-dihydropyrido[3,2-d]pyrimidin-4-yl)-2-ethyl-5-methylpiperazin-1-yl)-2-(4-(trifluoromethyl)phenyl)acetic acid ethyl ester